3-(2-amino-6-(1-((6-methyl-5,6-dihydro-4H-pyrrolo[1,2-b]pyrazol-2-yl)methyl)-1H-1,2,3-triazol-4-yl)pyrimidin-4-yl)-2-methylbenzonitrile NC1=NC(=CC(=N1)C=1C(=C(C#N)C=CC1)C)C=1N=NN(C1)CC=1C=C2N(N1)C(CC2)C